2-((ethyl(isopropyl)amino)methyl)-6-(3-((1s,3s)-3-methyl-1-(4-methyl-4H-1,2,4-triazol-3-yl)cyclobutyl)phenyl)-4-(trifluoromethyl)-1,6-dihydro-7H-pyrrolo[2,3-c]pyridin-7-one C(C)N(C(C)C)CC1=CC2=C(C(N(C=C2C(F)(F)F)C2=CC(=CC=C2)C2(CC(C2)C)C2=NN=CN2C)=O)N1